(S)-N-(1-(3-(2-cyclopropylpyridin-4-yl)-1,2,4-oxadiazol-5-yl)ethyl)spiro[3.3]heptane-2-carboxamide C1(CC1)C1=NC=CC(=C1)C1=NOC(=N1)[C@H](C)NC(=O)C1CC2(C1)CCC2